(4aR,7aR)-tetrahydro-1H-[1,2]dithiino[4,5-c]pyrrole-6(4H)-carboxylate 2,2-dioxide C1S(SC[C@@H]2[C@@H]1CN(C2)C(=O)[O-])(=O)=O